C(C1CO1)C[Si](C)(C)OCCC glycidyl-propoxytrimethylsilane